C[C@@]12C(CC[C@H]1[C@@H]1CCC3CC(CC[C@]3(C)[C@H]1CC2)=O)=O androstanedione